mono-(2-(acryloyloxy) ethyl)phthalate C(C=C)(=O)OCCOC(C=1C(C(=O)[O-])=CC=CC1)=O